(6-Isopropyl-2,6-diazaspiro[3.3]heptan-2-yl)(5-(4-(trifluoromethyl)phenoxy)naphthalen-2-yl)methanone C(C)(C)N1CC2(CN(C2)C(=O)C2=CC3=CC=CC(=C3C=C2)OC2=CC=C(C=C2)C(F)(F)F)C1